7,8-dimethyl-5,6,7,8-tetrahydroimidazo[1,2-a]pyridine CC1C(C=2N(CC1)C=CN2)C